1-(2'-(4,5-Dimethyl-1H-imidazol-2-yl)-3,4'-bipyridin-5-carbonyl)pyrrolidin-3-on CC=1N=C(NC1C)C1=NC=CC(=C1)C=1C=NC=C(C1)C(=O)N1CC(CC1)=O